C(C)(C)(C)OC(=O)NCC(=O)NC(C(=O)O)C.FC(C1(CC1)N1CCNCC1)(F)F 1-(1-(trifluoromethyl)cyclopropyl)piperazine 2-(((tert-butoxycarbonyl)amino)acetamido)propanoate